The molecule is a neolignan isolated from the stems of Sinocalamus affinis. It has a role as a plant metabolite. It is a neolignan, a dimethoxybenzene, a member of phenols, a member of benzoic acids, a primary alcohol and a secondary alcohol. COC1=CC(=CC(=C1O[C@@H](CO)[C@H](C2=CC(=C(C=C2)O)OC)O)OC)C(=O)O